O[C@@H]1C[C@@H](O[C@H]1CO)N1C(N=C(C(=C1)C)NC(C1=CC=CC=C1)=O)=O N-[1-[(2R,4R,5S)-4-hydroxy-5-(hydroxymethyl)tetrahydrofuran-2-yl]-5-methyl-2-oxo-pyrimidin-4-yl]benzamide